FC1CCN(CC1)C1=C(N)C=CC(=C1)I 2-(4-fluoropiperidin-1-yl)-4-iodoaniline